F[C@H]1CN(CC1)CC(=O)NC=1N=CC2=CC=C(C=C2C1)C=1C=NN(C1CN1CCCCC1)C (R)-2-(3-fluoropyrrolidin-1-yl)-N-(6-(1-methyl-5-(piperidin-1-ylmethyl)-1H-pyrazol-4-yl)isoquinolin-3-yl)acetamide